Br[Te](C1=C(C=CC=C1)C)(C1=C(C=CC=C1)C)Br dibromoditolyl-tellurium